2-(tert-butoxy)-4,5-dimethoxybenzaldehyde C(C)(C)(C)OC1=C(C=O)C=C(C(=C1)OC)OC